C1(=CC=C(C=C1)C=1C=NNC1)C=1C=NNC1 4,4'-benzene-1,4-diylbis(1H-pyrazole)